C(N)(=O)[C@@H](C)NC1=C(C=CC(=N1)C(=O)O)[C@H]1CC2(CC(C2)(F)F)CCN1CC1=C2C=CNC2=C(C=C1OC)C 6-(((1R)-1-carbamoylethyl)amino)-5-((6R)-2,2-difluoro-7-((5-methoxy-7-methyl-1H-indol-4-yl)methyl)-7-azaspiro[3.5]nonan-6-yl)pyridine-2-carboxylic acid